C(C)(C)(C)OC(=O)N1CCN(CC1)C=1SC=C(N1)C(=O)O 2-(4-(Tert-butoxycarbonyl)piperazin-1-yl)thiazole-4-carboxylic acid